3,3,3-trifluoropropyltris(diisopropylamino)tin FC(CC[Sn](N(C(C)C)C(C)C)(N(C(C)C)C(C)C)N(C(C)C)C(C)C)(F)F